N-(3-(4-((5-(2-aminopyridin-3-yl)isoxazol-3-yl)methyl)benzyl)phenyl)methanesulfonamide NC1=NC=CC=C1C1=CC(=NO1)CC1=CC=C(CC=2C=C(C=CC2)NS(=O)(=O)C)C=C1